N-methyl-3-(4-nitrophenyl)propan-1-amine CNCCCC1=CC=C(C=C1)[N+](=O)[O-]